dimethyl (1-methyl-1-(2-methylphenyl)methylene)malonate CC(C1=C(C=CC=C1)C)=C(C(=O)OC)C(=O)OC